C(C)(C)(C)OC(=O)N1CC2=CC=CC(=C2CC1)O 5-hydroxy-3,4-dihydroisoquinoline-2(1H)-carboxylic acid tert-butyl ester